(1-ethyl-3-[3-dimethylaminopropyl]carbodiimide) hydrochloride Cl.C(C)N=C=NCCCN(C)C